O=C(CC)N[C@@H]([C@@H](C)CC)C(=O)NCC(=O)N[C@@H](CC(C)C)C(=O)N N-(1-oxopropyl)-L-isoleucyl-glycyl-L-leucinamide